3-difluoromethoxythiophene-2-carbaldehyde FC(OC1=C(SC=C1)C=O)F